2-amino-N-(4-hydroxybicyclo[2.2.2]oct-1-yl)-5-(1'-(tetrahydro-2H-pyran-4-yl)-3H-spiro[Isobenzofuran-1,4'-piperidin]-5-yl)nicotinamide NC1=C(C(=O)NC23CCC(CC2)(CC3)O)C=C(C=N1)C=1C=C3COC2(CCN(CC2)C2CCOCC2)C3=CC1